2-methyl-1H-indole-1-carboxylic acid tert-butyl ester C(C)(C)(C)OC(=O)N1C(=CC2=CC=CC=C12)C